C(C)(C)(C)OC(=O)N[C@H](C(=O)OC)CI methyl (R)-2-((tert-butoxycarbonyl) amino)-3-iodopropionate